ClC1=C(C=CC=C1)C1=CC(=C(C=C1)N1C[C@H](CC1)OC1=NC=C(C=C1)C(F)(F)F)CO (S)-(2'-chloro-4-(3-(5-(trifluoromethyl)pyridin-2-yloxy)pyrrolidin-1-yl)biphenyl-3-yl)methanol